Cl.NCC1=CC=C(N)C=C1 4-(aminomethyl)aniline HCl